N-[(3S,6S)-6-methyl-3-piperidyl]-4-[6-(5-methyl-1,3,4-thiadiazol-2-yl)-1H-pyrrolo[2,3-b]pyridin-3-yl]-5-(trifluoromethyl)pyrimidin-2-amine C[C@H]1CC[C@@H](CN1)NC1=NC=C(C(=N1)C1=CNC2=NC(=CC=C21)C=2SC(=NN2)C)C(F)(F)F